2-(6-methylpyrimidin-4-yl)-[1,3]oxazolo[5,4-b]pyridin-6-ol CC1=CC(=NC=N1)C=1OC2=NC=C(C=C2N1)O